ClC1=CC=C(C(=N1)C(=O)OC)N[C@H](C)C=1C=C(C=C2C(N(C(=NC12)C1CCN(CC1)C=1C=NC=CC1)C)=O)C methyl 6-chloro-3-{[(1R)-1-{3,6-dimethyl-4-oxo-2-[1-(pyridin-3-yl)piperidin-4-yl]-3,4-dihydroquinazolin-8-yl}ethyl]amino}pyridine-2-carboxylate